(((4-nitrophenoxy)(phenoxy)phosphoryl)amino)cyclopropanecarboxylic acid ethyl ester C(C)OC(=O)C1(CC1)NP(=O)(OC1=CC=CC=C1)OC1=CC=C(C=C1)[N+](=O)[O-]